FC(N1N=C(C=C1)C=1C(=CC(=NC1)NC1=NC(=NC=C1)C=1C=NN(C1)C1OCCCC1)NC1CCC(CC1)(O)C)F (1s,4s)-4-((5-(1-(Difluoromethyl)-1H-pyrazol-3-yl)-2-((2-(1-(tetrahydro-2H-pyran-2-yl)-1H-pyrazol-4-yl)pyrimidin-4-yl)amino)pyridin-4-yl)amino)-1-methylcyclohexan-1-ol